BrC1=CC(=C(C=C1)CN1C(=NC(=C1)C(=O)OC)C)F methyl 1-[(4-bromo-2-fluorophenyl)methyl]-2-methylimidazole-4-carboxylate